11-Hydroxy-hexacosanoic acid OC(CCCCCCCCCC(=O)O)CCCCCCCCCCCCCCC